6-Chloro-1-isopropyl-1H-pyrazolo[3,4-b]pyridine-3-carbonitrile ClC1=CC=C2C(=N1)N(N=C2C#N)C(C)C